N-{[(S)-1-({[(R)-1-methyl-2-piperidyl]methyl}carbonylamino)-5-indanyl]methyl}-2-hydroxy-4-toluamide CN1[C@H](CCCC1)CC(=O)N[C@H]1CCC2=CC(=CC=C12)CNC(=O)C1=CC(=C(C=C1)C)O